O1C(=CC2=C1C=CC=C2)C=2C=C(C=C1C=C(N=NC21)OC)C 8-(benzofuran-2-yl)-3-methoxy-6-methyl-cinnoline